C(C(C)C)C1=CC=CC=2N(C(=NC21)CN2C(C(=CC=C2)NC([C@H](CC\C=C\C(=O)NC)NC(=O)OC)=O)=O)C(=O)OC(C)(C)C tert-butyl (S,E)-4-isobutyl-2-((3-(2-((methoxycarbonyl)amino)-7-(methylamino)-7-oxohept-5-enamido)-2-oxopyridin-1(2H)-yl)methyl)-1H-benzo[d]imidazole-1-carboxylate